FC1=CC=C(C=C1)C(N1C[C@@H](N(C[C@H]1COC)C=1C2=C(N=C(N1)NN)SC=N2)C)C2=CC=C(C=C2)F 7-((2S,5S)-4-(bis(4-fluorophenyl)methyl)-5-(methoxymethyl)-2-methylpiperazin-1-yl)-5-hydrazineylthiazolo[5,4-d]pyrimidine